FC(CN(C(=O)C1=C(OC=2C(=NC=NC2)N2CC3(C2)CCN(CC3)C[C@@H]3CC[C@H](CO3)NC(OC(C)(C)C)=O)C=CC(=C1)F)C(C)C)F tert-butyl ((3R,6S)-6-((2-(5-(2-((2,2-difluoroethyl)(isopropyl)carbamoyl)-4-fluorophenoxy)pyrimidin-4-yl)-2,7-diazaspiro[3.5]nonan-7-yl)methyl)tetrahydro-2H-pyran-3-yl)carbamate